sodium maleate C(\C=C/C(=O)[O-])(=O)[O-].[Na+].[Na+]